({[(2-methoxyethoxy)carbonyl]oxy}methoxy)phosphinic acid COCCOC(=O)OCOP(O)=O